CC=1C(NC(NC1C)=O)=O 5,6-dimethyl-1H-pyrimidine-2,4-dione